C(CCCCCCCCCCC)[SiH2]C1CCCCC1 Dodecyl-cyclohexyl-silane